5-(5-ethoxypyridin-3-yl)-2-(2-methylpyridin-4-yl)-1H-indole C(C)OC=1C=C(C=NC1)C=1C=C2C=C(NC2=CC1)C1=CC(=NC=C1)C